6-chloro-2-iodopyridin-3-ol ClC1=CC=C(C(=N1)I)O